C1(CCCCC1)C1=CC=C(C=C1)NC(C1=C(C=CC(=C1)C(C(F)(F)F)=O)F)=O N-(4-cyclohexylphenyl)-2-fluoro-5-(2,2,2-trifluoroacetyl)benzamide